OCC=1C=C(C(=O)N2CC3(C4=CC(=CC=C24)NS(=O)(=O)C)CCC2(CC3)CC2)C=CC1 N-(1''-(3-(hydroxymethyl)benzoyl)dispiro[cyclopropane-1,1'-cyclohexane-4',3''-indolin]-5''-yl)methanesulfonamide